(4-Chloro-3-(2-(methylamino)-8,9-dihydroimidazo[1',2':1,6]pyrido[2,3-d]pyrimidin-6-yl)phenyl)-4-(trifluoromethyl)picolinamide ClC1=C(C=C(C=C1)C=1C(=NC=CC1C(F)(F)F)C(=O)N)C1=CC2=C(N=C(N=C2)NC)N2C1=NCC2